Methyl-2-fluoro-1-(naphthalen-2-yl)spiro[3.3]heptane CC1(C(CC12CCC2)F)C2=CC1=CC=CC=C1C=C2